CCC(CCC)OCCNCCCN1CCCC1 N-(2-(3-hexoxy)ethyl)-3-(pyrrolidinyl)propan-1-amine